FC1=CC2=C([C@H](CC3=C(O2)C=CC=C3)CN)C=C1 |o1:5| (S*)-(7-fluoro-10,11-dihydrodibenzo[b,f]oxepin-10-yl)methanamine